[N+](=O)([O-])C1=C(C(=O)Cl)C=CC(=C1)C(=O)Cl 2-Nitroterephthaloyl dichloride